N-[2-methyl-5-[[2-(8-oxa-3-azabicyclo[3.2.1]octan-3-yl)acetyl]amino]-3-pyridyl]-6-(1-methylpyrazol-4-yl)triazolo[1,5-a]pyridine-3-carboxamide CC1=NC=C(C=C1NC(=O)C=1N=NN2C1C=CC(=C2)C=2C=NN(C2)C)NC(CN2CC1CCC(C2)O1)=O